NC=1C=2N(C3=CC(=CC=C3N1)C(=O)N(C)[C@@H]1COC3=C1C=CC(=C3)C(N)=O)C=NC2 (S)-4-amino-N-(6-carbamoyl-2,3-dihydro-benzofuran-3-yl)-N-methylimidazo[1,5-a]-quinoxaline-8-carboxamide